ClC1=C(OC=2C=NC(N(C2)CC2=CC=C(C=C2)F)=O)C(=CC(=C1)[N+](=O)[O-])Cl 5-(2,6-dichloro-4-nitrophenoxy)-1-(4-fluorobenzyl)pyrimidin-2(1H)-one